N-hydroxy-1-(2-(N-(2-hydroxyethyl)acetamido)ethyl)-1H-1,2,4-triazole-3-carboxamide ONC(=O)C1=NN(C=N1)CCN(C(C)=O)CCO